(1R,3S,Z)-5-(2-((1R,3aS,7aR,E)-7a-methyl-1-((S)-1-morpholinopropan-2-yl)octahydro-4H-inden-4-ylidene)ethylidene)-4-methylenecyclohexane-1,3-diol C[C@@]12CCC/C(/[C@@H]2CC[C@@H]1[C@@H](CN1CCOCC1)C)=C\C=C\1/C([C@H](C[C@@H](C1)O)O)=C